C(C)(=O)N(N(C(=O)C1=CC=2C3=C(C(=NC2C=C1)N)C=NN3C)CC3=C(C=C(C=C3)C(F)(F)F)C)C N'-acetyl-4-amino-N',1-dimethyl-N-[[2-methyl-4-(trifluoromethyl)phenyl]methyl]pyrazolo[4,3-c]quinoline-8-carbohydrazide